3-cyclopropyl-4-{[3-(2-methylpropanamido)phenyl]amino}benzoic acid C1(CC1)C=1C=C(C(=O)O)C=CC1NC1=CC(=CC=C1)NC(C(C)C)=O